6-chloro-7-fluoro-4-[3-(4-fluorophenyl)propyl]-3,4-dihydro-2H-1,4-benzoxazine-8-carboxylic acid ClC=1C(=C(C2=C(N(CCO2)CCCC2=CC=C(C=C2)F)C1)C(=O)O)F